3-Bromo-7-(2-((3aS,4R,6aR)-4-(4-chloro-7H-pyrrolo[2,3-d]pyrimidin-7-yl)-2,2-dimethyl-3a,6a-dihydro-4H-cyclopenta[d][1,3]dioxol-6-yl)propyl)-N-(4-methoxybenzyl)quinolin-2-amine BrC=1C(=NC2=CC(=CC=C2C1)CC(C)C1=C[C@H]([C@H]2[C@@H]1OC(O2)(C)C)N2C=CC1=C2N=CN=C1Cl)NCC1=CC=C(C=C1)OC